2-(cis-3-fluoro-4-methoxypiperidin-1-yl)pyrimidin-4-amine F[C@@H]1CN(CC[C@@H]1OC)C1=NC=CC(=N1)N